C(CCC)C(CCOC(CCCCCCCN(CCCCCCCC(OCCC(CCCCC)CCCCC)=O)CCCNS(=O)(=O)CC)=O)CCCC.C(C)(=O)C1=NC=CN=C1 2-acetyl-pyrazine 3-butylheptyl-8-((3-(ethylsulfonamido)propyl)(8-oxo-8-((3-pentyloctyl)oxy)octyl)amino)octanoate